COC([C@H](CC1CC1)OC1=C(C=C(C=C1)Cl)C1=NOCC1OCC)=O (2S)-2-[4-chloro-2-(4-ethoxy-4,5-dihydroisoxazol-3-yl)phenoxy]-3-cyclopropylpropionic acid methyl ester